[N+](=O)([O-])C=1C=C(C=CC1)N1N=C(CC1=O)C 1-(3-nitrophenyl)-3-methyl-5-pyrazolone